C(C)(C)(C)OC(=O)N1CC(C1)(C(=O)O)C1=C(C=NC=C1)Cl 1-(tert-Butoxycarbonyl)-3-(3-chloropyridin-4-yl)azetidine-3-carboxylic acid